N1(CCCCC1)C1=CC(C2=C(O1)C(=C(S2)C)C(C)NC2=C(C(=O)OC)C=CC=C2)=O Methyl 2-({1-[5-(hexahydropyridin-1-yl)-2-methyl-7-oxothieno[3,2-b]pyran-3-yl]ethyl}amino)benzoate